7-((1H-imidazol-1-yl)methyl)-2-(6,7-dimethoxy-2-methylquinazolin-4-yl)-5-(1-methyl-3-(trifluoromethyl)-1H-pyrazol-5-yl)-3,4-dihydroisoquinolin-1(2H)-one N1(C=NC=C1)CC1=CC(=C2CCN(C(C2=C1)=O)C1=NC(=NC2=CC(=C(C=C12)OC)OC)C)C1=CC(=NN1C)C(F)(F)F